di-n-octyl-tin dimaleate C(\C=C/C(=O)[O-])(=O)[O-].C(\C=C/C(=O)[O-])(=O)[O-].C(CCCCCCC)[Sn+4]CCCCCCCC